3H-spiro[isobenzofuran-1,9'-xanthene]-6-carboxylate C1=CC=CC=2OC3=CC=CC=C3C3(C12)OCC1=CC=C(C=C13)C(=O)[O-]